(5-bromobenzo[d]oxazol-2-yl)methyl mercaptan BrC=1C=CC2=C(N=C(O2)CS)C1